C(#N)C1(COCC1)C1=CC=C(C=C1)C(C(=O)OCC)C1CCCC1 1-(±)-Ethyl 2-[4-(3-cyanotetrahydrofuran-3-yl)phenyl]-2-cyclopentyl-acetate